2-(4-formylcyclohexyl)-6-isopropoxy-N-(6-methylpyrazolo[1,5-a]pyrimidin-3-yl)indazole-5-carboxamide C(=O)C1CCC(CC1)N1N=C2C=C(C(=CC2=C1)C(=O)NC=1C=NN2C1N=CC(=C2)C)OC(C)C